OC1=C(C=CC(=C1)O)N1C(N=CN=C1C1=CC=C(C=C1)Cl)C1=C(C=C(C=C1)O)O 5,4-bis(2,4-dihydroxyphenyl)-6-(4-chlorophenyl)-s-triazine